BrC(C)[Si](OC)(OC)OC 1-bromoethyltrimethoxysilane